FC=1C=C(C=2N(C1)C=C(N2)C=C2CCOCC2)C2=C(C=CC=C2)OCC(F)(F)F 6-fluoro-2-((tetrahydro-4H-pyran-4-ylidene)methyl)-8-(2-(2,2,2-trifluoroethoxy)phenyl)imidazo[1,2-a]pyridine